Diethyl ethanedioate C(C(=O)OCC)(=O)OCC